(RS)-N-[1-(1-benzothien-2-yl)ethyl]-N-hydroxyurea S1C(=CC2=C1C=CC=C2)[C@@H](C)N(C(=O)N)O |r|